C(C)(C)(C)OC(=O)N1C2CN(CC1CC2)C2=NC(=C(C=1CNCCC21)C#N)OC[C@H]2N(CCC2)C 3-(4-cyano-3-(((S)-1-methylpyrrolidin-2-yl)methoxy)-5,6,7,8-tetrahydro-2,6-naphthyridin-1-yl)-3,8-diazabicyclo[3.2.1]octane-8-carboxylic acid tert-butyl ester